6-(4-amino-4-methylpiperidin-1-yl)-3-(3,4-dichloro-2-methyl-2H-indazol-5-yl)-1H-pyrazolo[3,4-d]pyrimidine-4-carbonitrile NC1(CCN(CC1)C1=NC(=C2C(=N1)NN=C2C2=C(C1=C(N(N=C1C=C2)C)Cl)Cl)C#N)C